ClC1=CC=C(C=C1)/C(/CC=C)=N/O (E)-1-(4-chlorophenyl)but-3-en-1-one oxime